(1-(2,2-difluoroethyl)-2-(1-(3-hydroxypropyl)-2,3-dihydro-1H-pyrrolo[1,2,3-de]quinoxalin-5-yl)-7-methoxy-1H-benzo[d]imidazol-5-yl)methanone FC(CN1C(=NC2=C1C(=CC(=C2)C=O)OC)C2=CC=1C=3N2CCN(C3C=CC1)CCCO)F